[Si](C)(C)(C(C)(C)C)OC1C([C@@H](O[C@@H]1CONCCCCCCCCCCCCCCCC)N1C(NC(C=C1)=O)=O)OC 1-[(2R,5R)-4-[tert-butyl(dimethyl)silyl]oxy-5-[(hexadecylamino)oxymethyl]-3-methoxy-tetrahydrofuran-2-yl]pyrimidine-2,4-dione